3,5-dibromo-2-methoxypyrazine BrC=1C(=NC=C(N1)Br)OC